COC1=C(C=C(C=C1)S(=O)(=O)C)N1N=C(C=2C=NC(=CC21)C=2C=NN1C2N=CC=C1)C(=O)OC methyl 1-(2-methoxy-5-(methylsulfonyl)phenyl)-6-(pyrazolo[1,5-a]pyrimidin-3-yl)-1H-pyrazolo[4,3-c]pyridine-3-carboxylate